6,7-dihydro-5H-pyrrolo[2,3-d]pyrimidine-6-carboxamide N1=CN=CC2=C1NC(C2)C(=O)N